tert-butyl 2-(4-(4-(4-chloro-7,7-dimethyl-5-oxo-5,7-dihydroindolo[1,2-a]quinazolin-9-yl)piperidine-1-carbonyl)piperidin-1-yl)-7-azaspiro[3.5]nonane-7-carboxylate ClC=1C=2C(N=C3N(C2C=CC1)C1=CC=C(C=C1C3(C)C)C3CCN(CC3)C(=O)C3CCN(CC3)C3CC1(C3)CCN(CC1)C(=O)OC(C)(C)C)=O